O1C(CCCC1)N1N=CC=C1B1OC(C(O1)(C)C)(C)C 1-(tetrahydropyran-2-yl)-5-(tetramethyl-1,3,2-dioxaborolan-2-yl)-1H-pyrazole